(R)-(2-((5-chloro-2-((1-(piperidin-4-ylmethyl)pyrrolidin-3-yl)amino)pyrimidin-4-yl)amino)phenyl)dimethylphosphine ClC=1C(=NC(=NC1)N[C@H]1CN(CC1)CC1CCNCC1)NC1=C(C=CC=C1)P(C)C